CC1CN(CC(C1)COC=1C(=NC=CC1)C(F)(F)F)C1=CN=CC(=N1)C(=O)OC methyl 6-(3-methyl-5-(((2-(trifluoromethyl)pyridin-3-yl)oxy)methyl)piperidin-1-yl)pyrazine-2-carboxylate